COC(=O)C1N(CCN(C1)C1=C(C(N(C2=CC=C(N=C12)C#N)C)=O)F)C(C1=CC=C(C=C1)F)C1=CC=C(C=C1)F.COC1=CC=C(C=C1)\C=C\C 1-methoxy-4-[(e)-prop-1-enyl]benzene Methyl-1-(bis(4-fluorophenyl)methyl)-4-(6-cyano-3-fluoro-1-methyl-2-oxo-1,2-dihydro-1,5-naphthyridin-4-yl)piperazine-2-carboxylate